ClC=1C(=NC(=NC1)NC1=C(C=C(C=C1)N1CCC(CC1)NC(CCCCCNC1=C2CN(C(C2=CC=C1)=O)C1C(NC(CC1)=O)=O)=O)OC)NC1=C(C=CC=C1)P(=O)(C)C N-(1-(4-((5-chloro-4-((2-(dimethylphosphoryl)phenyl)amino)pyrimidin-2-yl)amino)-3-methoxyphenyl)piperidin-4-yl)-6-((2-(2,6-dioxopiperidin-3-yl)-1-oxoisoindolin-4-yl)amino)hexanamide